FC1=CC=C(C=C1)CC=1C(=NC=C(C1)C1CCN(CC1)C)NCC1=CC=C(C=C1)OCC(C)C 3-[(4-fluorophenyl)methyl]-5-(1-methylpiperidin-4-yl)-N-[[4-(2-methylpropyloxy)phenyl]methyl]pyridin-2-amine